3-(4-fluorophenyl)-1,5-dimethyl-1H-pyrrole-2,4-dicarboxylic acid FC1=CC=C(C=C1)C1=C(N(C(=C1C(=O)O)C)C)C(=O)O